N-(1-(2-(((1H-pyrrolo[3,2-c]pyridin-2-yl)methyl)amino)-2-oxoethyl)-6-oxo-2-phenyl-1,6-dihydropyrimidin-5-yl)-5-phenoxythiophene-2-carboxamide N1C(=CC=2C=NC=CC21)CNC(CN2C(=NC=C(C2=O)NC(=O)C=2SC(=CC2)OC2=CC=CC=C2)C2=CC=CC=C2)=O